(S)-5-(3-chloro-4-(6-(1-methylcyclopropoxy)-9-((4-methylpyridin-2-yl)methyl)-9H-purin-8-yl)phenoxy)piperidin-2-one ClC=1C=C(O[C@H]2CCC(NC2)=O)C=CC1C=1N(C2=NC=NC(=C2N1)OC1(CC1)C)CC1=NC=CC(=C1)C